N1(N=CC=C1)CC1=CC2=C(C(=NO2)NS(=O)(=O)C=2C(=CC=C3C2OCCC32CCC2)OC)C(=C1)OC N-(6-((1H-pyrazol-1-yl)methyl)-4-methoxybenzo[d]isoxazol-3-yl)-7-methoxyspiro[chroman-4,1'-cyclobutane]-8-sulfonamide